C(C)(C)OP(OC(C)C)N di-iso-propyl-phosphoramidite